1-methylxanthosine CN1C(C=2N=CN([C@H]3[C@H](O)[C@H](O)[C@@H](CO)O3)C2NC1=O)=O